C(C=C)(=O)N1CC2(C1)CN(CC2)C2=NC(=NC(=C2C#N)C2=C1C=NNC1=CC=C2C)OCC2=CC=C(C=C2)C(F)(F)F 4-(2-acryloyl-2,6-diazaspiro[3.4]octan-6-yl)-6-(5-methyl-1H-indazol-4-yl)-2-((4-(trifluoromethyl)benzyl)oxy)pyrimidine-5-carbonitrile